C(#N)/C(/C(=O)N[C@H](C)C1=CC(=C(C=C1)OC)OC)=C\C1=CNC2=NC=C(C=C21)C2=CCCC2 (R,E)-2-cyano-3-(5-(cyclopent-1-en-1-yl)-1H-pyrrolo[2,3-b]pyridin-3-yl)-N-(1-(3,4-dimethoxyphenyl)ethyl)acrylamide